C(C)(C)(C)OC(=O)N1C(CC(CC1)COS(=O)(=O)C1=CC=C(C)C=C1)C(C)(C)C Tert-butyl-4-((tosyloxy)methyl)piperidine-1-carboxylic acid tert-butyl ester